3,4-dihydrobenzo[f][1,4]oxazepin O1CCNCC2=C1C=CC=C2